C(C)(C)C1=C(NC2=CC=C(C=C12)C1CCN(CC1)CC(=O)N(C)C)C1=CN(C2=NC=CC=C21)C 2-(4-(3-isopropyl-2-(1-methyl-1H-pyrrolo[2,3-b]pyridin-3-yl)-1H-indol-5-yl)piperidin-1-yl)-N,N-dimethylacetamide